4-methylbenzyl-D-Penicillamine CC1=CC=C(CN[C@H](C(C)(C)S)C(=O)O)C=C1